4-[(4-benzyl-oxycarbonyl-1,4-diazepan-1-yl)methyl]benzoic acid C(C1=CC=CC=C1)OC(=O)N1CCN(CCC1)CC1=CC=C(C(=O)O)C=C1